C(C)(C)(CC)C=1C(=CC=C(O)C1)O 5-tertiary amylhydroquinone